6-(4-((5-Fluoropyridin-2-yl)carbamoyl)-2-(6-methylpyridin-2-yl)-1H-imidazol-1-yl)imidazo[1,2-a]pyridine-3-carboxamide FC=1C=CC(=NC1)NC(=O)C=1N=C(N(C1)C=1C=CC=2N(C1)C(=CN2)C(=O)N)C2=NC(=CC=C2)C